1,4-dioxa-8-azaspiro[4.5]decane-8-carboxylic acid benzyl ester C(C1=CC=CC=C1)OC(=O)N1CCC2(OCCO2)CC1